8-(((3R,4R)-1-acryloyl-4-methoxypyrrolidin-3-yl)methyl)-2-((6-morpholinopyridin-3-yl)amino)-6-phenylpyrido[2,3-d]pyrimidin-7(8H)-one C(C=C)(=O)N1C[C@@H]([C@H](C1)OC)CN1C(C(=CC2=C1N=C(N=C2)NC=2C=NC(=CC2)N2CCOCC2)C2=CC=CC=C2)=O